CC(CC(=O)OCCCCCCN(CCCCCCOC(CC(CCCC(C)C)C)=O)CCCNC(=O)OC(C)(C)C)CCCC(C)C 6-[3-(tert-butoxycarbonylamino)propyl-[6-(3,7-dimethyloctanoyloxy)hexyl]amino]hexyl 3,7-dimethyloctanoate